CC(C)(C)CNC1=C(C2=C(S1)C=CC=C2C2=C(C=C1C(=NC(=NC1=C2F)Cl)N2CCOCC(C2)(C)O)Cl)C#N 2-methylpropan-2-yl-({4-[6-chloro-2-chloro-8-fluoro-4-(6-hydroxy-6-methyl-1,4-oxazepan-4-yl)quinazolin-7-yl]-3-cyanobenzo[b]thiophen-2-yl}amino)methane